C(C1=CC=CC=C1)OCC1N(CC=2N(C1)C(N(C2C(NCC2=C(C=CC=C2)C2=NC=CC=N2)=O)C2=CC=C(C=C2)OC2CC2)=O)C(=O)OC(C)(C)C tert-butyl 6-[(benzyloxy)methyl]-2-(4-cyclopropoxyphenyl)-3-oxo-1-({[2-(pyrimidin-2-yl)phenyl]methyl}carbamoyl)-5H,6H,8H-imidazo[1,5-a]pyrazine-7-carboxylate